2-(5-{[(1S,2S,3R,5R)-2-fluoro-8-azabicyclo[3.2.1]octan-3-yl](methyl)amino}pyrazin-2-yl)-5-[1-(pyridin-4-yl)-1H-pyrazol-4-yl]phenol F[C@H]1[C@@H]2CC[C@H](C[C@H]1N(C=1N=CC(=NC1)C1=C(C=C(C=C1)C=1C=NN(C1)C1=CC=NC=C1)O)C)N2